1-(2-heptylnonyl)azepan-4-yl nonyl hydrogen phosphate P(=O)(OC1CCN(CCC1)CC(CCCCCCC)CCCCCCC)(OCCCCCCCCC)O